tri-tertButyl 1,4,7,10-tetraazacyclododecane-1,4,7,10-tetraacetate N1(CCN(CCN(CCN(CC1)CC(=O)OC(C)(C)C)CC(=O)OC(C)(C)C)CC(=O)[O-])CC(=O)OC(C)(C)C